6-(trifluoromethyl)-1H,5H,6H,7H-pyrrolo[3,2-c]pyridin-4-one FC(C1CC2=C(C(N1)=O)C=CN2)(F)F